BrC1=CC=C(C=C1)C1=CC=C(C=C1)C1=CC=CC=C1 2-(4'-bromo-[1,1'-biphenyl]-4-yl)benzol